2-oxoethyl-4-methylpiperazine O=CCN1CCN(CC1)C